(3-bromo-4-methoxyphenyl)(cyclopropyl)methanone BrC=1C=C(C=CC1OC)C(=O)C1CC1